chloro-5-ethoxy-7,7-dimethyl-7H-indeno[2,1-c]isoquinoline ClC1=C2C3=C(N=C(C2=CC=C1)OCC)C(C1=CC=CC=C13)(C)C